5-{2-[(2r,4r,6s)-2,6-dimethylpiperidin-4-yl]-4-fluoro-1,3-benzothiazol-6-yl}-2,7-dimethyl-[1,3]oxazolo[5,4-b]pyridine C[C@H]1N[C@H](CC(C1)C=1SC2=C(N1)C(=CC(=C2)C2=CC(=C1C(=N2)OC(=N1)C)C)F)C